(1S,6R,7R)-N-(7-methyl-6-(4-((S)-3-methyltetrahydrofuran-3-yl)piperazin-1-yl)isoquinolin-3-yl)-3-oxabicyclo[4.1.0]heptane-7-carboxamide CC1=C(C=C2C=C(N=CC2=C1)NC(=O)[C@@H]1[C@@H]2CCOC[C@H]12)N1CCN(CC1)[C@@]1(COCC1)C